COC=1C=C(C=CC1OC)C1=NC(=CC2=C1NC1=CC=CC=C21)C(=O)O 1-(3,4-dimethoxyphenyl)-9H-pyrido[3,4-b]Indole-3-carboxylic acid